N1(C=NC=C1)CCOC=1C=C(C=2N(C1)N=CC2C#N)C=2C=CC(=NC2)N2CCC(CC2)(C)NC(OC(C)C)=O isopropyl (1-(5-(6-(2-(1H-imidazol-1-yl)ethoxy)-3-cyanopyrazolo[1,5-a]pyridin-4-yl)pyridin-2-yl)-4-methylpiperidin-4-yl)carbamate